2-(1H-pyrrol-1-yl)-5-(4,4,5,5-tetramethyl-1,3,2-dioxaborolan-2-yl)aniline N1(C=CC=C1)C1=C(N)C=C(C=C1)B1OC(C(O1)(C)C)(C)C